CC(CCCNCCCCCCN)C N-(4-methylpentyl)hexane-1,6-diamine